5-(4-t-butylphenyl)-1,3,4-oxadiazole C(C)(C)(C)C1=CC=C(C=C1)C1=NN=CO1